4-(4-(6-nitropyridin-3-yl)piperazin-1-yl)piperidine-1-carboxylic acid tert-butyl ester C(C)(C)(C)OC(=O)N1CCC(CC1)N1CCN(CC1)C=1C=NC(=CC1)[N+](=O)[O-]